2-(trans-4-aminocyclohexyl)-N4-(2-(isopropylsulfonyl)phenyl)-5-methoxypyrimidine-2,4-diamine N[C@@H]1CC[C@H](CC1)C1(NC=C(C(=N1)NC1=C(C=CC=C1)S(=O)(=O)C(C)C)OC)N